CC=CCCCCCCCCCC=CCCCC 2,13-Octadecadien